9-bromo-7-fluoro-2-hydroxy-pyrido[1,2-a]pyrimidin-4-one BrC1=CC(=CN2C1=NC(=CC2=O)O)F